OC1=C(C(=C(C(=C1C(=O)[O-])O)O)O)O.[Na+] sodium pentahydroxybenzoate